propionic acid, acetate salt C(C)(=O)O.C(CC)(=O)O